benzyl 4-(azidomethyl)piperidine-1-carboxylate N(=[N+]=[N-])CC1CCN(CC1)C(=O)OCC1=CC=CC=C1